FC(C1=NC(=NO1)C1=CC=C(C=C1)CNC(C)=O)(F)F N-[[4-[5-(trifluoromethyl)-1,2,4-oxadiazol-3-yl]phenyl]methyl]acetamide